3-(2-fluorophenyl)-3-hydroxycyclobutane-1-carboxylic acid methyl ester COC(=O)C1CC(C1)(O)C1=C(C=CC=C1)F